(2'S,3S,6'S)-2'-methyl-6'-(1-methyltriazol-4-yl)spiro[indoline-3,4'-piperidine]-2-one C[C@@H]1N[C@@H](C[C@]2(C1)C(NC1=CC=CC=C12)=O)C=1N=NN(C1)C